NC1=NC=2C=CC(=CC2C2=C1[C@H](OC2)C)C(=O)N2C[C@](CC2)(C2=CC=C(C=C2)C(F)(F)F)O ((3R)-4-amino-3-methyl-1,3-dihydrofuro[3,4-c]quinolin-8-yl)((3S)-3-hydroxy-3-(4-(trifluoromethyl)phenyl)-1-pyrrolidinyl)methanone